FC1=CC=C(C=C1)C(N1C(N(CC1)CC=1C=C2CN(C(C2=C(C1)F)=O)C1C(NC(CC1)=O)=O)=O)C1=CC=C(C=C1)F 3-(5-((3-(bis(4-fluorophenyl)methyl)-2-oxoimidazolidin-1-yl)methyl)-7-fluoro-1-oxoisoindolin-2-yl)piperidine-2,6-dione